ClC1=CC(=CC(=N1)C(C#N)(C)C)C1=NN(N=C1)C 2-(6-chloro-4-(2-methyl-2H-1,2,3-triazol-4-yl)pyridin-2-yl)-2-methylpropionitrile